3-(1-oxo-5-(4-(pyrrolidin-1-ylmethyl)-1,5-naphthyridin-2-yl)isoindolin-2-yl)piperidine-2,6-dione O=C1N(CC2=CC(=CC=C12)C1=NC2=CC=CN=C2C(=C1)CN1CCCC1)C1C(NC(CC1)=O)=O